CN(CCNC(=O)NC1=CC=C(C=C1)C=1C=CC2=C(N(C=N2)C2=CC=C(C=C2)C2=CC=C(C=C2)OC)C1)C 1-(2-(dimethylamino)ethyl)-3-(4-(1-(4'-methoxy-[1,1'-biphenyl]-4-yl)-1H-benzo[d]imidazol-6-yl)phenyl)urea